C(C=C)(=O)OCCC[Si](O)(O)O 3-acryloxypropylsilanetriol